C(C)(C)(C)OC(N(C1CNCC1)C)=O N-methyl-N-(pyrrolidin-3-yl)carbamic acid tert-butyl ester